N-methyl-N-n-pentyl-fumaric acid amide CN(C(\C=C\C(=O)O)=O)CCCCC